2-fluoro-4-(2-methoxy-ethoxy)-benzaldehyde FC1=C(C=O)C=CC(=C1)OCCOC